(S)-3-(1-oxo-5-(2,7-diazaspiro[3.5]nonan-2-yl)isoindol-2-yl)piperidine-2,6-dione 4-Toluenesulfonate CC1=CC=C(C=C1)S(=O)(=O)O.O=C1N(CC2=CC(=CC=C12)N1CC2(C1)CCNCC2)[C@@H]2C(NC(CC2)=O)=O